C(C)(=O)N1CCC(=CC1)C1=NC=C(C=C1C[C@@H](C(=O)O)N(C)C(=O)OC(C)(C)C)Cl (S)-3-(1'-acetyl-5-chloro-1',2',3',6'-tetrahydro-[2,4'-bipyridin]-3-yl)-2-((tert-butoxycarbonyl)(methyl)amino)propanoic acid